C(N)(=O)O[C@@H]([C@H](N)C(=O)N)C threoninamide carbamate